(R)-6-((4,6-dimethyl-2-oxo-1,2-dihydropyridin-3-yl)methyl)-2-(trans-4-(dimethylamino)cyclohexyl)-2,4-dimethyl-9-(pyrimidin-5-yl)-7,8-dihydro-[1,3]dioxolo[4,5-g]isoquinolin-5(6H)-one CC1=C(C(NC(=C1)C)=O)CN1C(C=2C(=C3C(=C(C2CC1)C=1C=NC=NC1)O[C@](O3)(C)[C@@H]3CC[C@H](CC3)N(C)C)C)=O